2-Methyl-6-oxapentalen CC=1C=C2OCC=C2C1